N-acetylaspartyl-glutamate C(C)(=O)N[C@@H](CC(=O)O)C(=O)N[C@@H](CCC(=O)[O-])C(=O)[O-]